N1=CC(=CC=C1)CN1N=C2C(=C1C1=CC3=C(NC=N3)C=C1)CNC2 5-(2-(pyridin-3-ylmethyl)-2,4,5,6-tetrahydropyrrolo[3,4-c]pyrazol-3-yl)-1H-benzo[d]imidazole